4-(2,4-difluorophenyl)-6,7-dimethyl-2-((2r,4r)-2-(2-methyl-4-pyridinyl)tetrahydro-2H-pyran-4-yl)pteridine SILYL-CHROMATE [SiH3]O[Cr](=O)(=O)O.FC1=C(C=CC(=C1)F)C1=NC(=NC2=NC(=C(N=C12)C)C)[C@H]1C[C@@H](OCC1)C1=CC(=NC=C1)C